5-(8-((1S,2S)-2-(8-(trifluoromethyl)quinolin-6-yl)cyclopropyl)imidazo[1,2-b]pyridazin-6-yl)pyrimidine-2,4(1H,3H)-dione FC(C=1C=C(C=C2C=CC=NC12)[C@@H]1[C@H](C1)C=1C=2N(N=C(C1)C=1C(NC(NC1)=O)=O)C=CN2)(F)F